3-((S)-2-hydroxy-3-((R)-8-(1-(2-methoxyethyl)-2,3-dihydro-1H-pyrido[2,3-b][1,4]oxazin-7-ylsulfonyl)-1-oxa-8-azaspiro[4.5]dec-3-ylamino)propoxy)-N-methylbenzenesulfonamide O[C@H](COC=1C=C(C=CC1)S(=O)(=O)NC)CN[C@H]1COC2(C1)CCN(CC2)S(=O)(=O)C2=CC1=C(OCCN1CCOC)N=C2